ClC1=C(C=CC=C1)C1=NC2=C(CN(CC2)C2CC3=CC(=C(C=C3CC2)Cl)Cl)N1 2-(2-chlorophenyl)-5-(6,7-dichloro-1,2,3,4-tetrahydronaphthalen-2-yl)-4,5,6,7-tetrahydro-3H-imidazo[4,5-c]pyridine